(S)-7-chloro-3-(2-hydroxy-propan-2-yl)-5-phenyl-1H-benzo[e][1,4]diazepin-2(3H)-one ClC1=CC2=C(NC([C@@H](N=C2C2=CC=CC=C2)C(C)(C)O)=O)C=C1